C(CCCCCCCCC)O.[K] potassium decanol